C(C)(C)(C)OC(N=S(=O)=O)=O Sulfonylcarbamic acid tert-butyl ester